OC1=CC=C(C=C1)C1CCN(CC1)C1=CC=C(C=2C=CC=NC12)C#N 8-(4-(4-hydroxy-phenyl)piperidin-1-yl)quinoline-5-carbonitrile